N,N'-dimethyldodecane-1,12-diamine CNCCCCCCCCCCCCNC